2-isobutyl-4-hydroxy-4-methyltetrahydropyranol C(C(C)C)C1(OCCC(C1)(C)O)O